1-bromo-4-(3-chloropropoxy)-2-methylbenzene BrC1=C(C=C(C=C1)OCCCCl)C